2-methylpropylcyclopropane formate C(=O)O.CC(CC1CC1)C